3-(3-(methylamino)-1-(thiophen-2-yl)propoxy)phenyl-1,4-diazepan-5-one CNCCC(OC=1C=C(C=CC1)N1CCNC(CC1)=O)C=1SC=CC1